CCC(CCCCCCCC)=O 3-Undecanone